(3-(2,6-dioxopiperidin-3-yl) benzofuran-5-yl) oct-7-yn-1-ylmethanesulfonate C(CCCCCC#C)CS(=O)(=O)OC=1C=CC2=C(C(=CO2)C2C(NC(CC2)=O)=O)C1